C(C1=CC=CC=C1)OC(=O)N1CCN(CC1)C1=CC(=NC=2CN(CCC12)C1=CC=CC2=CC=CC(=C12)C)C(=O)OCC ethyl 4-(4-((benzyloxy)carbonyl)piperazin-1-yl)-7-(8-methylnaphthalen-1-yl)-5,6,7,8-tetrahydro-1,7-naphthyridine-2-carboxylate